benzyl 4-{2-[1-(2,6-dioxopiperidin-3-yl)-3-methyl-2-oxo-1,3-benzodiazol-4-yl]ethynyl}piperidine-1-carboxylate O=C1NC(CCC1N1C(N(C2=C1C=CC=C2C#CC2CCN(CC2)C(=O)OCC2=CC=CC=C2)C)=O)=O